BrC=1C=C(C=C(C1OC1=CC=NC=2NC(CCC12)=O)F)N1C(N(CC1=O)C=1C=NC=C(C1)C(F)(F)F)=O 3-{3-bromo-5-fluoro-4-[(7-oxo-5,6,7,8-tetrahydro-1,8-naphthyridin-4-yl)oxy]phenyl}-1-[5-(trifluoromethyl)-3-pyridinyl]-2,4-imidazolidinedione